4-Nitro-3-thiocyano-1H-indole [N+](=O)([O-])C1=C2C(=CNC2=CC=C1)SC#N